ClC1=NN2C(C=N1)=C(C=C2C(C(C)O)(C)C)Cl 3-{2,5-dichloropyrrolo[2,1-f][1,2,4]triazin-7-yl}-3-methylbutan-2-ol